tert-Butyl 3-(2-(tert-butoxycarbonyl)-5-((isobutyryloxy)amino)-5-oxopentyl)benzoate C(C)(C)(C)OC(=O)C(CC=1C=C(C(=O)OC(C)(C)C)C=CC1)CCC(=O)NOC(C(C)C)=O